C(C)[C@]1(C2=C(NC=3N=CC=CC13)CC(CC2=O)(C)C)C2=CC(=CC=C2)C2=C(C=NC=C2)OC (S)-5-ethyl-5-(3-(3-methoxypyridin-4-yl)phenyl)-8,8-dimethyl-5,8,9,10-tetrahydrobenzo[b][1,8]naphthyridin-6(7H)-one